(R)-6-(cyclopropanecarboxamido)-4-((4-methoxy-1-methyl-5-(2,2,2-trifluoro-1-methoxyethyl)-1H-indazol-3-yl)amino)-N-(methyl-d3)nicotinamide C1(CC1)C(=O)NC1=NC=C(C(=O)NC([2H])([2H])[2H])C(=C1)NC1=NN(C2=CC=C(C(=C12)OC)[C@H](C(F)(F)F)OC)C